C1(=C(C=CC=C1)NC(CCCCCCC(=O)NO)=O)NC(CCCCCCC(=O)NO)=O N1,N1'-(1,2-Phenylene)bis(N8-hydroxyoctanediamide)